4-[2-(4-butylphenyl)ethynyl]-2-fluoro-6-methylaniline C(CCC)C1=CC=C(C=C1)C#CC1=CC(=C(N)C(=C1)C)F